6-(2-chloro-5-fluorophenyl)-5-nitro-6,7-dihydro-8H-[1,3]dioxolo[4,5-e]isoindol-8-one ClC1=C(C=C(C=C1)F)C1NC(C2=C3C(=CC(=C12)[N+](=O)[O-])OCO3)=O